3-(5-amino-2-(2-fluoro-6-(hydroxymethyl)benzyl)-8-(pyrimidin-4-yl)-[1,2,4]triazolo[1,5-c]pyrimidin-7-yl)benzonitrile NC1=NC(=C(C=2N1N=C(N2)CC2=C(C=CC=C2CO)F)C2=NC=NC=C2)C=2C=C(C#N)C=CC2